C(#N)C(C)(C)N1N=CC(=C1)NC1=NC=C(C(=N1)NC=1C=C(C=CC1F)NC(C=C)=O)C1=CC=C(C=C1)C(F)(F)F N-(3-((2-((1-(2-cyanopropan-2-yl)-1H-pyrazol-4-yl)amino)-5-(4-(trifluoromethyl)phenyl)pyrimidin-4-yl)amino)-4-fluorophenyl)acrylamide